2-(dimethyl-amino)acetamide Bismuth neodecanoat C(CCCCCC(C)(C)C)(=O)[O-].[Bi+3].CN(CC(=O)N)C.C(CCCCCC(C)(C)C)(=O)[O-].C(CCCCCC(C)(C)C)(=O)[O-]